N-[(1R,3S)-3-{[6-fluoro-2-(trifluoromethyl)quinolin-4-yl]amino}cyclohexyl]-4-methoxybenzamide FC=1C=C2C(=CC(=NC2=CC1)C(F)(F)F)N[C@@H]1C[C@@H](CCC1)NC(C1=CC=C(C=C1)OC)=O